2-(2-(ethylsulfanyl)-7-(3-(trifluoromethyl)phenyl)pyrazolo[1,5-a]pyrimidin-3-yl)-3-methyl-6-(trifluoromethyl)-3H-imidazo[4,5-c]pyridine C(C)SC1=NN2C(N=CC=C2C2=CC(=CC=C2)C(F)(F)F)=C1C1=NC2=C(C=NC(=C2)C(F)(F)F)N1C